C1=CC(=CC(=C1)Cl)C(=O)[O-] The molecule is a chlorobenzoate that is the conjugate base of 3-chlorobenzoic acid. It derives from a benzoate. It is a conjugate base of a 3-chlorobenzoic acid.